N-(1-(2-fluorophenyl)propan-2-yl)-N-methoxy-6,7-dihydro-5H-cyclopenta[b]pyridine-3-carboxamide FC1=C(C=CC=C1)CC(C)N(C(=O)C=1C=C2C(=NC1)CCC2)OC